C(=O)(OC(C)(C)C)NCCCCCCCBr N-BOC-7-bromoheptylamine